NCCNN aminoethyl-hydrazine